ClC1=C(C=CC=C1)C1(N(CCC1)C=1N=CC(=NC1)C(=O)N[C@H](C)\C=C\S(=O)(=O)C)C 5-(2-(2-chlorophenyl)-2-methylpyrrolidin-1-yl)-N-((R,E)-4-(methylsulfonyl)but-3-en-2-yl)pyrazine-2-carboxamide